tert-butyl 2-(chloromethyl)-3-(1,2-oxazol-5-ylmethyl)-1,3-benzodiazole-5-carboxylate ClCC=1N(C2=C(N1)C=CC(=C2)C(=O)OC(C)(C)C)CC2=CC=NO2